FC(C1=CC(=NN1C)C1=NC(=NO1)C1(CC1)C1=C(C(=O)O)C=CC=C1)F 2-(1-(5-(5-(difluoromethyl)-1-methyl-1H-pyrazol-3-yl)-1,2,4-oxadiazol-3-yl)cyclopropyl)benzoic acid